C1(CCCCC1)NC1=NC=C(C=C1N)C1=NC(=NO1)C N2-cyclohexyl-5-(3-methyl-1,2,4-oxadiazol-5-yl)pyridine-2,3-diamine